(S)-8-(cyclopropylmethyl)-N-(1-(5-(7-fluoro-2-methylquinolin-6-yl)-1H-imidazol-2-yl)-7-oxononyl)-1-oxa-2,8-diazaspiro[4.5]dec-2-ene-3-carboxamide C1(CC1)CN1CCC2(CC(=NO2)C(=O)N[C@@H](CCCCCC(CC)=O)C=2NC(=CN2)C=2C=C3C=CC(=NC3=CC2F)C)CC1